BrC1=CC=CC=2C=3N(C(=NC12)N[C@H](C)C(=O)OCC)N=C(N3)C=3C=NN(C3)C ethyl N-[7-bromo-2-(1-methyl-1H-pyrazol-4-yl)[1,2,4]triazolo[1,5-c]quinazolin-5-yl]-D-alaninate